FC1=CC=C(C=C1)N1C(=CC2=C1C=C1C=NNC1=C2)C(C)C 5-(4-fluorophenyl)-6-isopropyl-1H-pyrrolo[2,3-f]indazole